tin methyloxide COC.[Sn]